N-(4-chlorobenzo[d]isoxazol-3-yl)-2-methyl-5-(2-methyloxazol-5-yl)benzenesulfonamide ClC1=CC=CC2=C1C(=NO2)NS(=O)(=O)C2=C(C=CC(=C2)C2=CN=C(O2)C)C